di-tert-butyl (((diisopropylamino)(methoxy)phosphanyl)methyl)phosphonate C(C)(C)N(C(C)C)P(OC)CP(OC(C)(C)C)(OC(C)(C)C)=O